2-(2-methoxyphenoxy)-6-methyl-3-aminopyridine COC1=C(OC2=NC(=CC=C2N)C)C=CC=C1